C1CCC2=C(C=CC=C12)C1=C(C=C2C(=N1)C(=NN2COCC[Si](C)(C)C)I)OC (2,3-dihydro-1H-inden-4-yl)-3-iodo-6-methoxy-1-((2-(trimethylsilyl)ethoxy)-methyl)-1H-pyrazolo[4,3-b]pyridine